N-(5-(((5'S)-4-Methoxy-5'-methyl-3H-spiro[furo[3,4-c]pyridine-1,3'-pyrrolidin]-1'-yl)methyl)thiazol-2-yl)acetamide COC1=NC=CC2=C1COC21CN([C@H](C1)C)CC1=CN=C(S1)NC(C)=O